[Si](C)(C)(C(C)(C)C)O[C@H]1C[C@@H]2N3C(OC[C@]1(O2)CCl)=NC(C=C3)=O (6R,8S,9R)-8-((tert-butyldimethylsilyl)oxy)-9-(chloromethyl)-7,8,9,10-tetrahydro-2H,6H-6,9-epoxypyrimido[2,1-b][1,3]oxazocin-2-one